N[C@@H](CC(=O)O)C1=C(C=C(C=C1)F)F (S)-3-amino-3-(2,4-difluorophenyl)propionic acid